C1(CC1)CN1CCC(CC1)C=O 1-(CYCLOPROPYLMETHYL)PIPERIDINE-4-CARBALDEHYDE